2-(4-(((7-chloro-3-(2,6-dichloro-3,5-dimethoxyphenyl)-2,6-naphthyridin-1-yl)amino)methyl)-1H-pyrazol-1-yl)ethan-1-ol ClC1=NC=C2C=C(N=C(C2=C1)NCC=1C=NN(C1)CCO)C1=C(C(=CC(=C1Cl)OC)OC)Cl